C(=O)O.ClC1=C(C=2CC3(N(C2C=C1F)CCNC3)C3=CC=CC=C3)C3=C(C(=O)NC)C=CC(=C3F)OCCO 2-((9S)-8-chloro-7-fluoro-10a-phenyl-1,2,3,4,10,10a-hexahydropyrazino[1,2-a]indol-9-yl)-3-fluoro-4-(2-hydroxyethoxy)-N-methylbenzamide formate salt